2-(7-(carbamoyl-oxy)-1'-((1s,4s)-4-isopropyl-cyclohexyl)-3-oxo-1H-spiro[isoquinoline-4,4'-piperidin]-2(3H)-yl)ethyl methyl-carbamate CNC(OCCN1CC2=CC(=CC=C2C2(CCN(CC2)C2CCC(CC2)C(C)C)C1=O)OC(N)=O)=O